C(C)(C)(C)OC(=O)N1[C@@H](CC2=CC=CC=C12)COC(F)(F)F.FC(C1=NC=CC(=C1)C1=C(C(=O)N)C=CC=C1)(F)F [2-(trifluoromethyl)pyridin-4-yl]benzamide tert-butyl-(2S)-2-(trifluoromethoxymethyl)indoline-1-carboxylate